BrC1=CC=C(C=2C1=CC=C1C=CC=NC21)O 7-bromo-10-hydroxybenzo[h]quinoline